1-methyl-9-(3-morpholinopropyl)-9H-pyrido[3,4-b]indol-7-ol CC1=NC=CC2=C1N(C1=CC(=CC=C21)O)CCCN2CCOCC2